tert-butyl 6-{6-[(4-cyano-2-fluorophenyl)methoxy]pyridin-2-yl}-3-azabicyclo[4.1.0]heptane-3-carboxylate C(#N)C1=CC(=C(C=C1)COC1=CC=CC(=N1)C12CCN(CC2C1)C(=O)OC(C)(C)C)F